3-(2-Methyl-1-benzothiophen-3-yl)-1-[(1-methyl-1H-pyrazol-4-yl)(oxan-4-yl)sulfamoyl]urea CC=1SC2=C(C1NC(NS(N(C1CCOCC1)C=1C=NN(C1)C)(=O)=O)=O)C=CC=C2